C(C=C)(=O)O.C(C=C)(=O)O.C(CCO)O.C(CCO)O.C(CCO)O tri(1,3-propanediol) diacrylate